FC(C1=CC=C(CSC=2OC3=C(N2)C=CC=C3C(=O)O)C=C1)(F)F 2-((4-(trifluoromethyl)benzyl)thio)benzo[d]oxazole-7-carboxylic acid